(S)-4-amino-N-(1-(4-((4-cyclopropyl-1,5-naphthyridin-3-yl)amino)phenyl)-2,2,2-trifluoroethyl)-N-methylcyclohexane-1-carboxamide NC1CCC(CC1)C(=O)N(C)[C@H](C(F)(F)F)C1=CC=C(C=C1)NC=1C=NC2=CC=CN=C2C1C1CC1